tert-butyl [4-[(5-aminoisoquinolin-6-yl)amino]phenyl]carbamate NC1=C2C=CN=CC2=CC=C1NC1=CC=C(C=C1)NC(OC(C)(C)C)=O